(2-amino-6-(5-chloro-6-fluoro-7-(methylthio)-1H-indazol-4-yl)imidazo[1,2-a]pyridin-3-yl)((1S,2S)-2-fluorocyclopropyl)methanone NC=1N=C2N(C=C(C=C2)C2=C3C=NNC3=C(C(=C2Cl)F)SC)C1C(=O)[C@H]1[C@H](C1)F